C(C)(C)(C)C1=C(C(=CC(=C1)C(C)(C)C)C(C)(C)C)P1OCC(CO1)(CCCC)CC 2-(2,4,6-tri-tert-butylphenyl)-5-ethyl-5-butyl-1,3,2-dioxaphosphorinane